C1(CC1)S(=O)(=O)NC(=O)C1=C(OC2=C1C=C(C=C2)OCC2=C(C=CC=C2)OC)C N-(cyclopropylsulfonyl)-5-((2-methoxybenzyl)oxy)-2-methylbenzofuran-3-carboxamide